COC=1C=C(C=CC1OC)C=1NC=C(N1)C(=O)C1=CC(=C(C(=C1)OC)OC)OC (2-(3,4-dimethoxyphenyl)-1H-imidazol-4-yl)(3,4,5-trimethoxyphenyl)methanone